tert-butyl ((S)-1-(((S)-4-ethyl-8-fluoro-4-hydroxy-3,14-dioxo-3,4,12,14-tetrahydro-1H-pyrano[3',4':6,7]indolizino[1,2-b]quinolin-9-yl)amino)-1-oxopropan-2-yl)carbamate C(C)[C@]1(C(OCC=2C(N3CC=4C(=NC=5C=C(C(=CC5C4)NC([C@H](C)NC(OC(C)(C)C)=O)=O)F)C3=CC21)=O)=O)O